NCCSSCCNC(N(C1=CC=C(C=C1)N1CCN(CC1)C)C)=O 3-[2-(2-Aminoethyldisulfanyl)ethyl]-1-methyl-1-[4-(4-methyl-piperazin-1-yl)phenyl]urea